CC1=CC=C(C=C1)C1=C(C(=NN1C1=CC=C(C=C1)N=S(=O)=O)C(F)F)C#N 5-(4-methylphenyl)-1-(4-sulfonylaminophenyl)-3-difluoromethyl-1H-pyrazole-4-carbonitrile